3,4-dihydroquinazolin-2(1H)-thione N1C(NCC2=CC=CC=C12)=S